3-acetylthiopropanol C(C)(=O)SCCCO